FC1(C=2N(CC[C@](C1)(CO)O)N=C1C2CN([C@@H](C1)C)C(=O)OC(C)(C)C)F |o1:6| (3R,9S*)-tert-Butyl 11,11-difluoro-9-hydroxy-9-(hydroxymethyl)-3-methyl-3,4,8,9,10,11-hexahydro-1H-pyrido[4',3':3,4]pyrazolo[1,5-a]azepine-2(7H)-carboxylate